CC(C)O[Si](CCCOC(C(=C)C)=O)(OC(C)C)OC(C)C 2-methyl-2-propenoic acid 3-[tris-(1-methyl ethoxy)-silyl]-propyl ester